C1(=CCCC1)[Si](OC)(OC)OC cyclopentenyltrimethoxysilane